benzyl-1-[4-(3-chloro-2-fluoro-anilino)pyrido[3,2-d]pyrimidin-6-yl]-3-azabicyclo[4.1.0]heptane-3-carboxylate C(C1=CC=CC=C1)OC(=O)N1CC2(CC2CC1)C=1C=CC=2N=CN=C(C2N1)NC1=C(C(=CC=C1)Cl)F